N-((5-(thiophen-2-yl)-1H-pyrazol-3-yl)methyl)-2-(trifluoromethyl)benzamide S1C(=CC=C1)C1=CC(=NN1)CNC(C1=C(C=CC=C1)C(F)(F)F)=O